2-(3-(cyclohexylmethoxy)-2-methylphenoxy)ethanamine C1(CCCCC1)COC=1C(=C(OCCN)C=CC1)C